1-[1-(4,4-difluorocyclohexyl)-5-methyl-pyrazol-3-yl]piperazine FC1(CCC(CC1)N1N=C(C=C1C)N1CCNCC1)F